(S)-N-cyclopropyl-5-(5-(1,5-dimethyl-1H-pyrazol-4-yl)-6-((1-hydroxypropan-2-yl)amino)pyridin-3-yl)-2-fluoro-4-methylbenzamide C1(CC1)NC(C1=C(C=C(C(=C1)C=1C=NC(=C(C1)C=1C=NN(C1C)C)N[C@H](CO)C)C)F)=O